FC(C=1C=CC2=C(N=C(S2)C2[C@H]3CN(C[C@@H]23)C(=O)OC(C)(C)C)C1)(F)F tert-butyl (1R,5S,6R)-6-[5-(trifluoromethyl)-1,3-benzothiazol-2-yl]-3-azabicyclo[3.1.0]hexane-3-carboxylate